menthyl (2-methoxy)-acetate COCC(=O)OC1CC(CCC1C(C)C)C